ClC=1C=CC(=C(C1)N1C([C@@H](C2=CC=C(C=C12)C(F)(F)F)F)=O)OC (3R)-(-)-(5-chloro-2-methoxyphenyl)-1,3-dihydro-3-fluoro-6-(trifluoromethyl)-2H-indol-2-one